CC1=C(C=CC=C1)O Methyl-hydroxybenzene